CC1=CC(C(C1)C)=O 3,5-Dimethylcyclopent-2-en-1-one